(R)-N-(diphenylmethylene)-6-fluoro-3H-spiro[benzofuran-2,4'-piperidine]-3-amine C1(=CC=CC=C1)C(=N[C@@H]1C2=C(OC13CCNCC3)C=C(C=C2)F)C2=CC=CC=C2